(S)-80-carboxy-1,77,82-trioxo-1-(perfluorophenoxy)-81-undecyl-4,7,10,13,16,19,22,25,28,31,34,37,40,43,46,49,52,55,58,61,64,67,70,73-tetracosaoxa-76,81-diazadononacontan-92-oic acid C(=O)(O)[C@H](CCC(NCCOCCOCCOCCOCCOCCOCCOCCOCCOCCOCCOCCOCCOCCOCCOCCOCCOCCOCCOCCOCCOCCOCCOCCOCCC(OC1=C(C(=C(C(=C1F)F)F)F)F)=O)=O)N(C(CCCCCCCCCC(=O)O)=O)CCCCCCCCCCC